2-Chloro-N-(1,1-dioxido-2,3-dihydrothien-3-yl)acetamide ClCC(=O)NC1CS(C=C1)(=O)=O